O[C@H]1[C@H]2[C@@H]3CC[C@H]([C@@H](CCCC(C)C)C)[C@]3([C@H](C[C@@H]2[C@]2(CCC(C=C2C1)=O)C)O)C 7α,12α-dihydroxy-cholest-4-en-3-one